C(C)(=O)N(C(=O)C1=NN(C(=C1C)C1=CC=C(C=C1)Cl)C1=C(C=C(C=C1)Cl)Cl)N1CCCCC1 r-Acetyl-[N-(Piperidin-1-Yl)-5-(4-Chlorophenyl)-1-(2,4-dichlorophenyl)-4-methyl-1H-pyrazole-3-carboxamide]